(5-chloro-2-methoxyphenyl){(2R,5S)-5-[5-(4-chloro-1H-pyrrol-2-yl)-1,2,4-oxadiazol-3-yl]-2-methylpiperidin-1-yl}methanone ClC=1C=CC(=C(C1)C(=O)N1[C@@H](CC[C@@H](C1)C1=NOC(=N1)C=1NC=C(C1)Cl)C)OC